1,1-dioxothiolane-3-carboxylic acid O=S1(CC(CC1)C(=O)O)=O